C(C(=C)C)(=O)OCCNC(/C(=C/1\C2=CC=CC=C2SC=2C(=CC(=CC12)Cl)Cl)/C#N)=O (E)-2-(2-cyano-2-(2,4-dichloro-9H-thioxanthen-9-ylidene)acetamido)ethyl methacrylate